2-(6-(((1S,4S,5S,6S)-6-fluoro-1,2,4-trimethyl-2-azabicyclo[2.2.1]heptan-5-yl)(methyl)amino)pyridazin-3-yl)-5-(1H-pyrazol-1-yl)phenol F[C@H]1[C@H]([C@@]2(CN([C@]1(C2)C)C)C)N(C2=CC=C(N=N2)C2=C(C=C(C=C2)N2N=CC=C2)O)C